ethyl 2-((6-cyano-2H-indazol-2-yl)(7-methyl-5-(methylsulfonyl)-1H-indol-4-yl)methyl)cyclopropane-1-carboxylate C(#N)C=1C=CC2=CN(N=C2C1)C(C1C(C1)C(=O)OCC)C1=C2C=CNC2=C(C=C1S(=O)(=O)C)C